C1(=CC=CC=C1)C=1N=C(N=NC1C1=CC=CC=C1)N(CCCCO)C(C)C 4-((5,6-diphenyl-1,2,4-triazin-3-yl)(isopropyl)amino)butan-1-ol